C(C(=C)C)(=O)SCCSC=1SC(=NN1)SCC 2-methacryloylthioethylthio-5-ethylthio-1,3,4-thiadiazole